N[C@@H](CC(O)=O)C(=O)N[C@@H](CC1=CC=CC=C1)C(=O)OC Methyl L-α-aspartyl-L-phenylalaninate